FC1=C(C=CC(=C1)C1=CC2=C(N=C(N=C2)N[C@@H]2CNC[C@H](C2)F)N(C1=O)CCO)NS(=O)(=O)CC1=C(C=CC=C1)F N-(2-fluoro-4-(2-(((3S,5S)-5-fluoro-3-piperidyl)amino)-8-(2-hydroxyethyl)-7-oxo-pyrido[2,3-d]pyrimidin-6-yl)phenyl)-1-(2-fluorophenyl)methane-sulfonamide